(S)-(4-(Difluoromethyl)-2-hydroxy-6-((4-methoxybenzyl)oxy)phenyl)(8-((tetrahydrofuran-3-yl)amino)-3,4-dihydroisoquinolin-2(1H)-yl)methanone FC(C1=CC(=C(C(=C1)OCC1=CC=C(C=C1)OC)C(=O)N1CC2=C(C=CC=C2CC1)N[C@@H]1COCC1)O)F